4,4'-thiodibenzenedithiol methacrylate C(C(=C)C)(=O)O.S(C=1C=C(C(=CC1)S)S)C=1C=C(C(=CC1)S)S